6,8-dibromo-4'-methoxyisoflavone BrC=1C=C2C(C(=COC2=C(C1)Br)C1=CC=C(C=C1)OC)=O